1,1,1-Tris-(4-hydroxyphenyl)-ethan OC1=CC=C(C=C1)C(C)(C1=CC=C(C=C1)O)C1=CC=C(C=C1)O